CCCCCC(C=CC=CC=C)O dodeca-7,9,11-trien-6-ol